CC1=C(C=CC(=C1)C1=C(C(=C(C2=CC=CC=C12)O)\N=N\[H])S(=O)(=O)O)C1=C(C=C(C=C1)C1=C(C(=C(C2=CC=CC=C12)O)\N=N\[H])S(=O)(=O)O)C 1,1'-(2,2'-dimethyl[1,1'-biphenyl]-4,4'-diyl)bis{4-hydroxy-3-[(E)-diazenyl]naphthalene-2-sulfonic acid}